3-(9-((4-(aminomethyl)phenoxy)methyl)-4,5-dihydrobenzo[b]thieno[2,3-d]oxepin-8-yl)-6-(propylcarbamoyl)picolinic acid NCC1=CC=C(OCC2=CC3=C(OCCC4=C3SC=C4)C=C2C=2C(=NC(=CC2)C(NCCC)=O)C(=O)O)C=C1